FC(OC1=C(C=CC(=C1)N1CCC(CC1)N1CCN(CC1)C(C)C)NC1=NC=C(C(=N1)NC1=C(SC=C1)C(=O)N)C(F)(F)F)F 3-((2-((2-(difluoromethoxy)-4-(4-(4-isopropylpiperazin-1-yl)-piperidin-1-yl)phenyl)amino)-5-(trifluoromethyl)pyrimidin-4-yl)-amino)thiophene-2-carboxamide